O1COCC(C1)OC(C=C)=O.OC1CCC(CC1)NC(C1=C(C=CC=C1)NC1=CC=NC2=CC(=CC=C12)C(F)(F)F)=O N-(4-hydroxycyclohexyl)-2-[(7-trifluoromethylquinolin-4-yl)amino]benzamide 1,3-dioxan-5-yl-acrylate